[Cr].[Pt].[Pd].C(#N)[C@H]1N(CCC1)C(CN1C[C@H](CC1)NC(=O)C=1C=CC=C2C=CC=NC12)=O N-((S)-1-(2-((S)-2-cyanopyrrolidin-1-yl)-2-oxoethyl)pyrrolidin-3-yl)quinoline-8-carboxamide palladium-platinum-chromium